5-chloro-6-nitrobenzo[d]oxazole-2(3H)-thione ClC=1C(=CC2=C(NC(O2)=S)C1)[N+](=O)[O-]